Ethyl 3-chloropicolinate ClC=1C(=NC=CC1)C(=O)OCC